ClC=1C(=C(C=C(C1)N1CCN(CC1)C)NC1=NC=2N([C@@H](C(N(C2C=N1)C)=O)CC)C1CNCC1)OCCO (7R)-2-((3-chloro-2-(2-hydroxyethoxy)-5-(4-methylpiperazin-1-yl)phenyl)amino)-7-ethyl-5-methyl-8-(pyrrolidin-3-yl)-7,8-dihydropteridin-6(5H)-one